(4-Furyl-s-indacen-1-yl)dimethyl-(tetramethylcyclopentadienyl)silane O1C(=CC=C1)C=1C2=CC=C(C2=CC2=CC=CC12)[Si](C1(C(=C(C(=C1)C)C)C)C)(C)C